C(C)(C)(C)C=1SC(=C(N1)C=1C(=C(C=CC1)C(CC)S(=O)(=O)N)F)C1=NC(=NC=C1)NC1CC2(CN(C2)C(=O)C2(CCNCC2)F)C1 (3-(2-(tert-butyl)-5-(2-((2-(4-fluoropiperidine-4-carbonyl)-2-azaspiro[3.3]heptan-6-yl)amino)pyrimidin-4-yl)thiazol-4-yl)-2-fluorophenyl)propane-1-sulfonamide